2-[(2R)-2-(1-cyclopropyl-2-methyl-pyrazol-2-ium-4-yl)tetrahydropyran-4-yl]-4-(2,4-difluorophenyl)-7-methyl-pyrimido[4,5-d]pyridazin-8-one C1(CC1)N1[N+](=CC(=C1)[C@@H]1OCCC(C1)C=1N=C(C2=C(C(N(N=C2)C)=O)N1)C1=C(C=C(C=C1)F)F)C